5-(5-(1-(cyclohexylmethyl)-1H-pyrrol-3-yl)-6-methylpyridazin-3-yl)pyrimidine-2,4(1H,3H)-dione C1(CCCCC1)CN1C=C(C=C1)C=1C=C(N=NC1C)C=1C(NC(NC1)=O)=O